BrC1=CC=C(S1)C(C)NC1=NC(=NC2=CC=C(C=C12)N1CC(N(CC1)C)=O)C 4-(4-{[1-(5-bromothiophen-2-yl)ethyl]amino}-2-methylquinazolin-6-yl)-1-methylpiperazin-2-one